tert-butyl 4-((4-(4-(3-cyclopropylphenoxy)butyl)phenyl)carbamoyl)piperazine-1-carboxylate C1(CC1)C=1C=C(OCCCCC2=CC=C(C=C2)NC(=O)N2CCN(CC2)C(=O)OC(C)(C)C)C=CC1